FC=1C=C(C=CC1F)N1C(CCCC12CCN(CC2)C=2C(NN=C(C2)C2=CC=C(C=C2)F)=O)=O 1-(3,4-difluorophenyl)-9-(6-(4-fluorophenyl)-3-oxo-2,3-dihydropyridazin-4-yl)-1,9-diazaspiro[5.5]undecan-2-one